4-(tert-butoxy)-2-(4-(5-chloro-2-propionylphenyl)-5-methoxy-2-oxopyridin-1(2H)-yl)butanoic acid C(C)(C)(C)OCCC(C(=O)O)N1C(C=C(C(=C1)OC)C1=C(C=CC(=C1)Cl)C(CC)=O)=O